7-fluoro-5H-pyrrolo[1,2-a]quinoxalin-4-one FC=1C=C2NC(C=3N(C2=CC1)C=CC3)=O